C1(=C2N(C=N1)CCC2)C(C(=O)NC=2SC=CN2)N2C(C1=CC(=CC(=C1C2)F)C2=CC=C(C=C2)N2CCN(CC2)C2CCNCC2)=O 2-(6,7-dihydro-5H-pyrrolo[1,2-c]imidazol-1-yl)-2-(4-fluoro-1-oxo-6-(4-(4-(piperidin-4-yl)piperazin-1-yl)phenyl)isoindolin-2-yl)-N-(thiazol-2-yl)acetamide